NC1=C(C(=O)OCC)C=C(C=C1SSC1=C(C(=CC(=C1)OCC)C(=O)OCC)N)OCC ethyl 2-amino-3-[(2-amino-5-ethoxy-3-ethoxycarbonyl-phenyl)disulfanyl]-5-ethoxy-benzoate